4-(3-carboxy-3-hydroxybutyl)nicotinic acid C(=O)(O)C(CCC1=CC=NC=C1C(=O)O)(C)O